C(C)C(CSCCCCCCCCCCC=O)CCCC 11-((2-ethylhexyl)thio)undecanal